4-epoxycyclohexylethyl-nonamethylcyclopentasiloxane C12(C(CCCC1)O2)CC[Si]2(O[Si](O[Si](O[Si](O[Si](O2)(C)C)(C)C)(C)C)(C)C)C